Boc-2-(piperidin-2-yl)-2-(m-tolyl)acetic acid C(=O)(OC(C)(C)C)C(C(=O)O)(C=1C=C(C=CC1)C)C1NCCCC1